[Na].C(=C)C1=CC=C(C=C1)C 4-vinylphenylmethane sodium